ClC1=C(C=CC=C1)CC(=O)NC1=CC(=C(C=C1)N1N=CC(=C1)C(=O)N)S(N)(=O)=O 1-(4-{[(2-chlorophenyl)acetyl]amino}-2-sulfamoylphenyl)-1H-pyrazol-4-carboxamide